OC1=C(C=C(C=C1)O)/C=C/C(=O)NC1=CC=C(C=C1)NC(C1=CC=C(C=C1)F)=O (E)-N-(4-(3-(2,5-dihydroxyphenyl)acrylamido)phenyl)-4-fluorobenzamide